C1(CC1)C=1C=C(C=2N(C1)C=C(N2)CS=C(C)O)N2C(N(C(C2)=O)C)=O.COC2=CC=C(C(=O)[Ge](C)(C)C(C1=CC=C(C=C1)OC)=O)C=C2 bis(4-methoxybenzoyl)dimethylgermanium S-((6-cyclopropyl-8-(3-methyl-2,4-dioxoimidazolidin-1-yl)imidazo[1,2-a]pyridin-2-yl)methyl)ethanethioate